imidazo[1,2-a]Pyridine-6-carboxamide trifluoroacetate salt FC(C(=O)O)(F)F.N=1C=CN2C1C=CC(=C2)C(=O)N